1-({4-[2-(benzyloxy)ethyl]Oxacyclohexan-4-yl}methyl)-5-bromo-4-methyl-1H-benzotriazole C(C1=CC=CC=C1)OCCC1(CCOCC1)CN1N=NC2=C1C=CC(=C2C)Br